6-[3-(5-chloro-2-fluoro-phenyl)-1H-pyrazol-4-yl]-N-[5-(4-isopropylpiperazin-1-yl)-2-pyridyl]-1,5-naphthyridin-3-amine ClC=1C=CC(=C(C1)C1=NNC=C1C=1N=C2C=C(C=NC2=CC1)NC1=NC=C(C=C1)N1CCN(CC1)C(C)C)F